trisodium 8-prop-2-ynoxypyrene-1,3,6-trisulfonate C(C#C)OC=1C=C(C=2C=CC3=C(C=C(C=4C=CC1C2C43)S(=O)(=O)[O-])S(=O)(=O)[O-])S(=O)(=O)[O-].[Na+].[Na+].[Na+]